N-([1,1'-biphenyl]-4-yl)[1,1':3',1''-terphenyl]-5'-amine C1(=CC=C(C=C1)NC=1C=C(C=C(C1)C1=CC=CC=C1)C1=CC=CC=C1)C1=CC=CC=C1